C(C)N(C(=O)NC(C(C)(F)F)CCC(F)(F)F)[C@H](C)C1=CC(=CC=C1)C=1N=C(C=2N(C1)C=CN2)OC 1-ethyl-1-((R)-1-(3-(8-methoxyimidazo[1,2-a]pyrazin-6-yl)phenyl)ethyl)-3-(2,2,6,6,6-pentafluorohexan-3-yl)urea